(7-(4-(4-(2,3-dichlorophenyl)piperazin-1-yl)butoxy)-2-oxo-3,4-dihydroquinolin-1(2H)-yl)methyl dodecanoate C(CCCCCCCCCCC)(=O)OCN1C(CCC2=CC=C(C=C12)OCCCCN1CCN(CC1)C1=C(C(=CC=C1)Cl)Cl)=O